methyl 4-(6-ethoxypyrazin-2-yl)-2-fluorobenzoate C(C)OC1=CN=CC(=N1)C1=CC(=C(C(=O)OC)C=C1)F